S1N=CC(=C1)C(=O)O isothiazole-4-carboxylic acid